CC(C)(C)[S@@](=O)N[C@@H](C)C1=CC(=CC=C1)C(F)(F)F (R)-2-methyl-N-((S)-1-(3-(trifluoromethyl)phenyl)ethyl)propane-2-sulfinamide